(3S,4R,5R,6S)-1-(5-{[4-(4-fluorophenyl)-1,3-thiazol-2-yl]methoxy}pentyl)-3,4,5,6-azepanetetrol hydrochloride Cl.FC1=CC=C(C=C1)C=1N=C(SC1)COCCCCCN1C[C@@H]([C@H]([C@@H]([C@H](C1)O)O)O)O